(S)-6-((2-isopropyl-4-methylpiperazin-1-yl)methyl)-2-(3-(3-((4-methyl-2H-1,2,3-triazol-2-yl)methyl)oxetan-3-yl)phenyl)-4-(trifluoromethyl)isoindolin-1-one C(C)(C)[C@@H]1N(CCN(C1)C)CC1=CC(=C2CN(C(C2=C1)=O)C1=CC(=CC=C1)C1(COC1)CN1N=CC(=N1)C)C(F)(F)F